C(CCCCCCCCCCC(=O)O)CCCCCCCCCCO ω-hydroxydocosanoic acid